2,3-dichloro-5-(4-methyl-piperazin-1-yl)-phenol ClC1=C(C=C(C=C1Cl)N1CCN(CC1)C)O